5-[6-(benzyloxy)-8-fluoro-2-(4-methylpentyl)-1-oxo-1,2,3,4-tetrahydroisoquinolin-7-yl]-1λ6,2,5-thiadiazolidine-1,1,3-trione, ammonium salt [NH4+].C(C1=CC=CC=C1)OC=1C=C2CCN(C(C2=C(C1N1CC(NS1(=O)=O)=O)F)=O)CCCC(C)C